FC(C1=NN=C(O1)C1=CN=C(S1)CN(S(=O)(=O)CC)C=1C=NC(=CC1)COC)F N-((5-(5-(difluoromethyl)-1,3,4-oxadiazol-2-yl)thiazol-2-yl)methyl)-N-(6-(methoxymethyl)pyridin-3-yl)ethanesulfonamide